FC(C=1C(=NC(N([C@H]2[C@H](O)[C@H](O)[C@@H](CO)O2)C1)=O)N)(F)F 5-trifluoromethyl-cytidine